N1=COC=2NC(NC(C21)=O)=O oxazolo[5,4-d]pyrimidine-5,7(4H,6H)dione